ClC=1N=C(C=2N(C1)N=CN2)C2=CNC=C2 6-chloro-8-(1H-pyrrol-3-yl)-[1,2,4]triazolo[1,5-a]pyrazine